O1C(OC2=C1C=CC(=C2)[Mg]Br)([2H])[2H] (Benzo[d][1,3]dioxol-5-yl-2,2-d2)magnesium bromide